Methyl (S)-9-bromo-2-hydroxy-1,2,3,4-tetrahydrobenzo[4,5]imidazo[1,2-a]pyridine-7-carboxylate BrC1=CC(=CC=2N=C3N(C[C@H](CC3)O)C21)C(=O)OC